FC(C(NO)=N)F 2,2-difluoro-N-hydroxyethanimidamide